2-chloro-4-fluoro-5-(3-methyl-2,6-dioxo-4-(trifluoromethyl)-2,3-dihydropyrimidin-1(6H)-yl)benzoic acid ClC1=C(C(=O)O)C=C(C(=C1)F)N1C(N(C(=CC1=O)C(F)(F)F)C)=O